NC1=NC=2C3=C(C(CC2C=N1)(C)C)C(=NN3)C(=O)NC3=CC(=CC=C3)CC(=O)N3CCC(CC3)N3CCCCC3 8-amino-N-{3-[2-(1,4'-bipiperidin-1'-yl)-2-oxoethyl]phenyl}-4,4-dimethyl-4,5-dihydro-1H-pyrazolo[4,3-H]quinazoline-3-carboxamide